COC(C1=C(C=CC=C1)S(NC1=CC=C2CCCN(C2=C1)S(=O)(=O)C1=CC=C(C=C1)F)(=O)=O)=O 2-(N-(1-((4-fluorophenyl)sulfonyl)-1,2,3,4-tetrahydroquinolin-7-yl)sulfamoyl)benzoic acid methyl ester